6-(2-(2,4-Difluoro-3-methylphenyl)-5,6-dihydro-4H-pyrrolo[1,2-b]pyrazol-3-yl)imidazo[1,2-a]pyridine FC1=C(C=CC(=C1C)F)C=1C(=C2N(N1)CCC2)C=2C=CC=1N(C2)C=CN1